2-nonadecyl oxide CC(CCCCCCCCCCCCCCCCC)OC(C)CCCCCCCCCCCCCCCCC